C(C)(C)(C)OC(=O)N1CC(C1)C1=CC=C(C=C1)OC1CCCC1 3-(4-(cyclopentyloxy)phenyl)azetidine-1-carboxylic acid tert-butyl ester